1-(6-amino-4-meth-ylpyridin-3-yl)-7-(5,7-dihydro-6H-pyrrolo[3,4-b]pyridin-6-yl)-4-oxo-1,4-dihydroquinoline-3-carboxylic acid NC1=CC(=C(C=N1)N1C=C(C(C2=CC=C(C=C12)N1CC2=NC=CC=C2C1)=O)C(=O)O)C